tert-butyl (2E)-3-{6-[(5'S,7a'R)-3'-oxo-5'-phenyltetrahydro-1H,3'H-spiro[piperidine-4,2'-pyrrolo[2,1-b][1,3]oxazol]-1-yl]pyridin-3-yl}prop-2-enoate O=C1N2[C@H](OC13CCN(CC3)C3=CC=C(C=N3)/C=C/C(=O)OC(C)(C)C)CC[C@H]2C2=CC=CC=C2